C12(CC1)C1OC1CCN2C(=O)OC(C)(C)C tert-Butyl 7-oxa-3-azaspiro[bicyclo[4.1.0]heptane-2,1'-cyclopropane]-3-carboxylate